iron catecholate C=1([O-])C([O-])=CC=CC1.[Fe+2]